C(C)(C)(C)OC(=O)N1CC(C1)CSC(C)C 3-[(prop-2-ylthio)methyl]Azetidine-1-carboxylic acid tert-butyl ester